C1OC(C(=O)C2=CC=CC=C2)CO1 METHYLENEDIOXYPROPIOPHENONE